C1(CCCCCC1)NC1=N\C(\C(N1C)=O)=C/C=1C=C2C=CN=CC2=CC1 (5Z)-2-(Cycloheptylamino)-3-methyl-5-(isoquinolin-6-ylmethylene)imidazol-4-one